C(C)OC(=O)C=1N(C=2CCCCC2C1)CC#N (cyanomethyl)-4,5,6,7-tetrahydro-1H-indole-2-carboxylic acid ethyl ester